acetic acid (1RS)-2,2-dimethyl-1-[(1SR,2SR)-2-methylcyclohexyl]Propyl ester CC([C@@H]([C@@H]1[C@H](CCCC1)C)OC(C)=O)(C)C |r|